4-fluoro-6-((triisopropylsilyl)ethynyl)isoindolin-1-one FC1=C2CNC(C2=CC(=C1)C#C[Si](C(C)C)(C(C)C)C(C)C)=O